ClC1=C(C=C2C=C(N=CC2=C1)NC(=O)C1C2CCOCC12)C1CCN(CC1)C1(COCC1)C N-(7-chloro-6-(1-(3-methyltetrahydrofuran-3-yl)piperidin-4-yl)isoquinolin-3-yl)-3-oxabicyclo[4.1.0]heptane-7-carboxamide